Methyl 2α-fluoro-3α-hydroxy-7-oxo-5β-cholanoate F[C@H]1[C@H](C[C@H]2CC([C@H]3[C@@H]4CC[C@H]([C@@H](CCC(=O)OC)C)[C@]4(CC[C@@H]3[C@]2(C1)C)C)=O)O